1,3,3,5,7-Pentamethyl-5-(4-methylpyridin-3-yl)octahydrobenzo[c]isoxazol CN1OC(C2C1C(CC(C2)(C=2C=NC=CC2C)C)C)(C)C